O=C1NC(CCC1N1C(C2=CC=CC(=C2C1=O)NCC=1C=NN(C1)C1CCN(CC1)C(=O)C1(CCOCC1)C)=O)=O 2-(2,6-dioxopiperidin-3-yl)-4-(((1-(1-(4-methyltetrahydro-2H-pyran-4-carbonyl)piperidin-4-yl)-1H-pyrazol-4-yl)methyl)amino)isoindoline-1,3-dione